NC=1NC(C=2N(C(N(C2N1)[C@@H]1O[C@@H]([C@H]([C@H]1O)F)CO)=O)CC1=CC(=CC=C1)OC)=O 2-amino-9-((2R,3S,4S,5R)-4-fluoro-3-hydroxy-5-(hydroxymethyl)tetrahydrofuran-2-yl)-7-(3-methoxybenzyl)-7,9-dihydro-1H-purine-6,8-dione